maleimidopropylamide C1(C=CC(N1CCC[NH-])=O)=O